N-{(6S,7aS)-2-[4-(2,6-difluorophenyl)-6-methyl-1,2-benzoxazol-3-yl]-3-oxohexahydro-1H-pyrrolo[1,2-c]imidazol-6-yl}methanesulfonamide FC1=C(C(=CC=C1)F)C1=CC(=CC2=C1C(=NO2)N2C(N1[C@H](C2)C[C@@H](C1)NS(=O)(=O)C)=O)C